copper (1+) chloride [Cu]Cl